4-(2-(dimethylamino)ethoxy)-3-nitroaniline CN(CCOC1=C(C=C(N)C=C1)[N+](=O)[O-])C